(4-chloro-3-{4-[2-(difluoromethoxy)pyridin-4-yl]-6-oxo-1,6-dihydropyrimidin-2-yl}benzyl)isobutyramide ClC1=C(C=C(CC(C(=O)N)(C)C)C=C1)C=1NC(C=C(N1)C1=CC(=NC=C1)OC(F)F)=O